O=C1N(C(CC1)=O)OC(=O)O[C@@H]1C2CCC(C1)CC2 (2S)-2-({[(2,5-dioxopyrrolidin-1-yl)oxy]carbonyl}oxy)bicyclo[2.2.2]octane